CN1N=C(C2=NC(=CC(=C21)C(=O)OC)N2[C@@H](COCC2)C)C2=NN(C=C2)C2OCCCC2 Methyl 1-methyl-5-((R)-3-methylmorpholinyl)-3-(1-(tetrahydro-2H-pyran-2-yl)-1H-pyrazol-3-yl)-1H-pyrazolo[4,3-b]pyridine-7-carboxylate